rac-(2R,3S,5R)-3-(3,4-difluoro-2-methoxyphenyl)-5-methyl-5-(trifluoromethyl)tetrahydrothiophene-2-carboxylic acid FC=1C(=C(C=CC1F)[C@H]1[C@@H](S[C@](C1)(C(F)(F)F)C)C(=O)O)OC |r|